1-((1-(2-hydroxyethyl)-1H-pyrazol-3-yl)methyl)-4-(1-(4-(trifluoromethyl)phenyl)-1H-pyrazolo[3,4-b]pyridin-3-yl)pyridin-2(1H)-one OCCN1N=C(C=C1)CN1C(C=C(C=C1)C1=NN(C2=NC=CC=C21)C2=CC=C(C=C2)C(F)(F)F)=O